tris(2,2-bipyrimidine) ruthenium dichloride [Ru](Cl)Cl.N1=C(N=CC=C1)C1=NC=CC=N1.N1=C(N=CC=C1)C1=NC=CC=N1.N1=C(N=CC=C1)C1=NC=CC=N1